C(C)(C)(C)OC(=O)N1C[C@@H]2CN(C[C@@H]2C1)C(C1=CC(=C(C=C1)Br)F)=O.C1(=CC=CC2=CC=CC=C12)C=1C2=C(C(C(C(C2(C(C2(C(C(C(C(C12)([2H])[2H])([2H])[2H])([2H])[2H])([2H])[2H])[2H])([2H])[2H])[2H])([2H])[2H])([2H])[2H])[2H])C1=C(C=CC=C1)C1=CC=CC2=CC=CC=C12 naphthyl(naphthylphenyl)anthracene-d17 tert-butyl-(3aR,6aS)-5-(4-bromo-3-fluorobenzoyl)hexahydropyrrolo[3,4-c]pyrrole-2(1H)-carboxylate